(6Ar,10aR)-3-(3-cyclopentylbutan-2-yl)-6,6,9-trimethyl-6a,7,10,10a-tetrahydrobenzo[c]chromen-1-ol C1(CCCC1)C(C(C)C=1C=C(C=2[C@H]3[C@H](C(OC2C1)(C)C)CC=C(C3)C)O)C